CC1=C(C(=O)N[C@H](C)C2=CC=CC3=CC=CC=C23)C=C(C=C1)C1CCNCC1 2-methyl-N-[(1R)-1-(1-naphthyl)ethyl]-5-(4-piperidinyl)-benzamide